CN(C(=O)C1=C(C2CO2)C=CC=C1)C 2-(dimethylcarbamoyl)styrene oxide